S-(2-((5-((4-(2-fluoro-4-(1-((4-fluorophenyl)carbamoyl)cyclopropane-1-carboxamido)phenoxy)-6-methoxyquinolin-7-yl)oxy)pentyl)amino)-2-oxo-ethyl)2-aminothioacetate FC1=C(OC2=CC=NC3=CC(=C(C=C23)OC)OCCCCCNC(CS=C(CN)[O-])=O)C=CC(=C1)NC(=O)C1(CC1)C(NC1=CC=C(C=C1)F)=O